3-(cyclopropylmethyl)-2-(2-methylpyridin-4-yl)-5-(piperidin-4-yl)-1H-indole C1(CC1)CC1=C(NC2=CC=C(C=C12)C1CCNCC1)C1=CC(=NC=C1)C